methyl 1-phenethyl-1H-pyrazolo[4,3-b]pyridine-5-carboxylate C(CC1=CC=CC=C1)N1N=CC2=NC(=CC=C21)C(=O)OC